N-((2-fluoro-5-methoxybenzyl)oxy)-6-(4-((1-methylazetidin-3-yl)methoxy)phenyl)pyrazine-2-carboxamide FC1=C(CONC(=O)C2=NC(=CN=C2)C2=CC=C(C=C2)OCC2CN(C2)C)C=C(C=C1)OC